2,5-bis(6-methylpyridin-2-yl)thiazolo[5,4-d]thiazole CC1=CC=CC(=N1)C=1SC=2N=C(SC2N1)C1=NC(=CC=C1)C